2-chloro-N-(1-cyanocyclopropyl)-5-[1-[2-methyl-5-(2,2,3,3,4,4,5,5-octafluoropentyloxy)-4-(trifluoromethyl)pyrazol-3-yl]pyrazol-4-yl]benzamide ClC1=C(C(=O)NC2(CC2)C#N)C=C(C=C1)C=1C=NN(C1)C=1N(N=C(C1C(F)(F)F)OCC(C(C(C(F)F)(F)F)(F)F)(F)F)C